C(CC=C)C1=C(N)C=CC(=C1)F 2-(But-3-en-1-yl)-4-fluoroaniline